O1CCN(C2=C1C=CC=C2)NC(=O)C=2NC1=C(C=CC=C1C2C(C)C)C2=C(C(=CC(=C2)F)F)F N-(2,3-dihydro-1,4-benzoxazin-4-yl)-3-(1-methylethyl)7-[2,3,5-tri(fluoro)phenyl]-1H-indole-2-carboxamide